N-(5-((6-((R)-3-(3,5-difluorophenyl)isoxazolidine-2-yl)pyrimidine-4-yl)amino)-2-(4-(3-ethyl-3,6-diazabicyclo[3.1.1]heptane-6-yl)piperidine-1-yl)-4-methoxyphenyl)acrylamide FC=1C=C(C=C(C1)F)[C@@H]1N(OCC1)C1=CC(=NC=N1)NC=1C(=CC(=C(C1)NC(C=C)=O)N1CCC(CC1)N1C2CN(CC1C2)CC)OC